The molecule is a limonoid found in Azadirachta indica. It has a role as a plant metabolite. It is a limonoid, an acetate ester, an ether and a methyl ester. It derives from a tiglic acid. C/C=C(\\C)/C(=O)O[C@H]1C[C@H]([C@]2(CO[C@@H]3[C@@H]2[C@]14CO[C@@]([C@H]4[C@]5([C@@H]3O[C@]6([C@@]5([C@@H]7C[C@H]6[C@]8(C=CO[C@H]8O7)O)O)C)C)(C(=O)OC)OC)C(=O)OC)OC(=O)C